1-(pyridin-2-yl)guanidine N1=C(C=CC=C1)NC(=N)N